BrC/C=C/C(=O)N1CC2=CC(=CC=C2CC1)OC1=CC=C(C=C1)C(F)(F)F (E)-4-bromo-1-(7-(4-(trifluoromethyl)phenoxy)-3,4-dihydroisoquinolin-2(1H)-yl)but-2-en-1-one